C(C)NC=1C=C(C=C(C1)C1(CC(C1)C)C1=NN=CN1C)N1CC2=C(C=C(C=C2C1=O)CN(C(OC(C)(C)C)=O)C1(CCC1)C)C(F)(F)F tert-butyl ((2-(3-(ethylamino)-5-((1s,3s)-3-methyl-1-(4-methyl-4H-1,2,4-triazol-3-yl)cyclobutyl)phenyl)-3-oxo-7-(trifluoromethyl)isoindolin-5-yl)methyl)(1-methylcyclobutyl)carbamate